CN(C1=CC=C(C=C1)N(C=1C=C(NF)C=CC1)C1=CC=C(C=C1)N(C)C)C 3-di(p-dimethylaminophenyl)aminoanilinofluoran